1-(3-(1-Cyclopentyl-6-((5-methylthiazol-2-yl)amino)-1H-pyrrolo[3,2-c]pyridin-4-yl)-8-azabicyclo[3.2.1]oct-2-en-8-yl)prop-2-en-1-one C1(CCCC1)N1C=CC=2C(=NC(=CC21)NC=2SC(=CN2)C)C2=CC1CCC(C2)N1C(C=C)=O